NC=1C2=C(N=CN1)N(C(=C2C(N[C@H](C)C2=CC=CC=C2)=O)C#CC)[C@@H]2C[C@@H](N(C2)C(=O)OC(C)(C)C)C tert-butyl (2S,4R)-4-(4-amino-5-(((R)-1-phenylethyl) carbamoyl)-6-(prop-1-yn-1-yl)-7H-pyrrolo[2,3-d]pyrimidin-7-yl)-2-methylpyrrolidine-1-carboxylate